2,4-difluoro-7-(methylsulfonyl)-2,3-dihydro-1H-inden-1-one FC1C(C2=C(C=CC(=C2C1)F)S(=O)(=O)C)=O